methyl (S)-2-(2,6-difluoro-4-((R)-3-(trifluoromethyl)morpholino) benzamido)-3-(8-(4,5,6-trimethyl-3-oxo-3,4-dihydropyrazin-2-yl)imidazo[1,2-a]pyridin-5-yl)propanoate FC1=C(C(=O)N[C@H](C(=O)OC)CC2=CC=C(C=3N2C=CN3)C3=NC(=C(N(C3=O)C)C)C)C(=CC(=C1)N1[C@H](COCC1)C(F)(F)F)F